FC=1C=C(OC=2C=CC3=C(CN(S3)C)C2C)C=C(C1)F 5-(3,5-difluorophenoxy)-2,4-dimethylbenzo[d]isothiazole